OCC=1OC(=NN1)S 2-hydroxymethyl-5-mercapto-1,3,4-oxadiazole